C(C)OC1=CN=CC(=N1)C=1SC(=CN1)C(=O)N1[C@H](CCC1)C1=NC=CC(=C1)NS(=O)(=O)C1CC1 N-[2-[(2R)-1-[2-(6-ethoxypyrazin-2-yl)-1,3-thiazole-5-carbonyl]pyrrolidin-2-yl]pyridin-4-yl]cyclopropanesulfonamide